(R)-2-fluoro-6-(8-(5-(piperidin-4-yl)pyrimidin-2-yl)-6,6a,7,8,9,10-hexahydro-5H-pyrazino[1',2':4,5]pyrazino[2,3-c]pyridazin-2-yl)phenol FC1=C(C(=CC=C1)C=1C=C2C(=NN1)NC[C@H]1N2CCN(C1)C1=NC=C(C=N1)C1CCNCC1)O